6-chloro-2-((4-(pyrrolidin-1-yl)pentyl)thio)-1,4-dihydroquinazoline ClC=1C=C2CN=C(NC2=CC1)SCCCC(C)N1CCCC1